ClC(C(=O)[O-])(CCl)C 2,3-dichloroisobutyrate